NC1=NC=CC(=C1C#C)OC1=C(C=C(C=C1F)NC(=O)C=1C=NN(C1C(F)(F)F)C1=NC=CC=C1)F N-(4-((2-amino-3-ethynylpyridin-4-yl)oxy)-3,5-difluorophenyl)-1-(pyridin-2-yl)-5-(Trifluoromethyl)-1H-pyrazole-4-carboxamide